C1=CC=CC2=CC3=CC4=CC5=CC6=CC7=C(C8=CC9=CC=CC=C9C=C8C=C7C=C6C=C5C=C4C=C3C=C12)O nonacen-10-ol